ClC1=C(C=C2C(=C(N(C2=C1F)C)C=1NC(=NN1)[C@H](COC)N(C)C)N1C=NC=C1)OC |r| racemic-1-(5-(6-chloro-7-fluoro-3-(1H-imidazol-1-yl)-5-methoxy-1-methyl-1H-indol-2-yl)-4H-1,2,4-triazol-3-yl)-2-methoxy-N,N-dimethylethan-1-amine